NC=1C=C(CNC(OCC2=CC=CC=C2)=O)C=CC1F benzyl (3-amino-4-fluorobenzyl)carbamate